5-(anthracen-9-yl)-1H-pyrrole-2-carbaldehyde C1=CC=CC2=CC3=CC=CC=C3C(=C12)C1=CC=C(N1)C=O